NC1=CN(C2=CC=C(C=C12)C1=CC=2N(C=C1)N=C(N2)N)C 7-(3-amino-1-methyl-1H-indol-5-yl)-[1,2,4]triazolo[1,5-a]pyridin-2-amine